C1(CCCCC1)C(CCSCCCC(=O)[O-])=O 4-((3-cyclohexyl-3-oxopropyl)thio)butanoate